6-((3R,4S)-3,4-difluoropyrrolidin-1-yl)quinoline-4-carboxylic acid tert-butyl ester C(C)(C)(C)OC(=O)C1=CC=NC2=CC=C(C=C12)N1C[C@H]([C@H](C1)F)F